FC(OC1=NN2C(C=3N([C@H](C2)C)C(=NC3)[C@@](C(F)(F)F)(C)O)=C1)F (R)-2-((S)-9-(difluoromethoxy)-5-methyl-5,6-dihydroimidazo[1,5-a]pyrazolo[5,1-c]pyrazin-3-yl)-1,1,1-trifluoropropan-2-ol